IC1=C(C=CC2=C1OC1=C2C=CC=C1)O 4-iododibenzo[B,d]furan-3-ol